CC=1C(=C2C=CNC2=C(C1)C)C[C@H]1[C@@H](CN(CC1)CC(C)(C)O)C1=CC=C(C(=O)O)C=C1 4-((3R,4R)-4-((5,7-dimethyl-1H-indol-4-yl)methyl)-1-(2-hydroxy-2-methylpropyl)piperidin-3-yl)benzoic acid